m-bromobenzenesulfonic acid BrC=1C=C(C=CC1)S(=O)(=O)O